CS(=O)(=O)C1=NC=C(C=N1)C=1C=C(C(=O)N[C@@H](C(C)C)C(=O)O)C=C(C1)C=1C=NC(=NC1)S(=O)(=O)C (3,5-bis(2-(methylsulfonyl)pyrimidin-5-yl)benzoyl)-L-valine